N[C@H]1CS(C2=C(N(C1=O)CC1=CC=C(C=C1)Cl)C=C(C(=C2)F)C=2OC(=NN2)N2CCC2)(=O)=O (3R)-3-amino-7-[5-(azetidin-1-yl)-1,3,4-oxadiazol-2-yl]-5-[(4-chlorophenyl)methyl]-8-fluoro-1,1-dioxo-2,3-dihydro-1λ6,5-benzothiazepin-4-one